1,5-anhydro-2,3-dideoxy-3-{[5-({3-fluoro-4-[(2-fluoroethyl)carbamoyl]-phenyl}methyl)-4-methyl-2,3-dihydro-1-benzofuran-7-carbonyl]amino}-L-threo-pentitol FC=1C=C(C=CC1C(NCCF)=O)CC=1C=C(C2=C(CCO2)C1C)C(=O)N[C@H]1CCOC[C@@H]1O